CCCCCCCCCCC/C=C/C N-tetradecene